(R)-methyl 2-cyclohexyl-2-(4-(2-methylbenzamido) naphthalene-1-sulfonamido)acetate C1(CCCCC1)[C@H](C(=O)OC)NS(=O)(=O)C1=CC=C(C2=CC=CC=C12)NC(C1=C(C=CC=C1)C)=O